C1(C(C=CC=C1)C)(C)C1=C2C=CC=CC2=CC2=CC=CC=C12 10-xylenyl-anthracene